1-(4-(5-bromo-1-methyl-4-(trifluoromethyl)-1H-imidazol-2-yl)phenyl)ethan-1-one BrC1=C(N=C(N1C)C1=CC=C(C=C1)C(C)=O)C(F)(F)F